[Si](C)(C)(C(C)(C)C)OC1=CC=C(NCC(F)(F)F)C=C1 4-((tert-butyldimethylsilyl)oxy)-N-(2,2,2-trifluoroethyl)aniline